4-[[2-[6-(3-cyclopropyl-1H-1,2,4-triazol-5-yl)-2-azaspiro[3.3]heptane-2-carbonyl]-2,6-diazaspiro[3.3]heptan-6-yl]methyl]-2-methyl-pyrazole-3-sulfonamide C1(CC1)C1=NNC(=N1)C1CC2(CN(C2)C(=O)N2CC3(C2)CN(C3)CC3=C(N(N=C3)C)S(=O)(=O)N)C1